OCCS(=O)(=O)NC1=CC(=C(C(=O)NC2=NC(=CC(=C2)C)N2C[C@H](OCC2)C)C(=C1)N1CCC2(CC2)CC1)C (R)-4-((2-hydroxyethyl)sulphonamido)-2-methyl-N-(4-methyl-6-(2-methylmorpholino)pyridin-2-yl)-6-(6-azaspiro[2.5]octane-6-yl)benzamide